C(C\C=C\CCCCCCCC\C=C/CCCC)O (E,Z)-3,13-octadecadienol